C(C)(C)(C)C1CCC(CC1)=O 4-tert-Butylcyclohexanon